OC1(CC1)C=1NC(=NN1)C1CC2(CN(C2)C(=O)N2CC3(C2)CCC(CC3)CC3=NC=C(C=C3)C(F)(F)F)C1 [6-[5-(1-hydroxycyclopropyl)-4H-1,2,4-triazol-3-yl]-2-azaspiro[3.3]heptan-2-yl]-[7-[[5-(trifluoromethyl)-2-pyridyl]methyl]-2-azaspiro[3.5]nonan-2-yl]methanone